2-(2-isopropylphenyl)-7-methyl-9-(4-(1-methyl-4-(trifluoromethyl)-1H-imidazol-2-yl)benzyl)-7H-purin-8(9H)-imine C(C)(C)C1=C(C=CC=C1)C1=NC=C2N(C(N(C2=N1)CC1=CC=C(C=C1)C=1N(C=C(N1)C(F)(F)F)C)=N)C